γ-glycidylpropyltriethoxysilane C(C1CO1)CCC[Si](OCC)(OCC)OCC